(6-(difluoromethyl)pyridin-3-yl)ethan-1-one FC(C1=CC=C(C=N1)C(C)=O)F